4-((1H-pyrazol-1-yl)methyl)-3-methoxy-N-((2-methoxy-5-(trifluoromethyl)phenyl)sulfonyl)benzamide N1(N=CC=C1)CC1=C(C=C(C(=O)NS(=O)(=O)C2=C(C=CC(=C2)C(F)(F)F)OC)C=C1)OC